O=C1[N+](=C2N(C(C1C1=CC(=CC=C1)C(F)(F)F)=O)C=CC=C2)CC=2C=NC=NC2 2,4-dioxo-1-(5-pyrimidinylmethyl)-3-[3-(trifluoromethyl)phenyl]-2H-pyrido[1,2-a]pyrimidinium